S(=O)(=O)(C1=CC=C(C)C=C1)I iodotosylate